(R)-4-((R)-1-hydroxy-2-methylpropyl)-2,2-dimethyloxazolidine-3-carboxylic acid tert-butyl ester C(C)(C)(C)OC(=O)N1C(OC[C@@H]1[C@@H](C(C)C)O)(C)C